FC(OC1CN(CCC1)C=1N=C(C2=C(N1)N=CC=C2)NCC=2C(=NC=CC2)C(F)(F)F)F 2-(3-(difluoromethoxy)piperidin-1-yl)-N-((2-(trifluoromethyl)pyridin-3-yl)methyl)pyrido[2,3-d]pyrimidin-4-amine